[2,4-Difluoro-5-(7-morpholin-4-yl-quinazolin-4-yl)phenyl]-pyridazin-3-ylmethanol FC1=C(C=C(C(=C1)F)C1=NC=NC2=CC(=CC=C12)N1CCOCC1)C(O)C=1N=NC=CC1